C(#N)N(C=1SC(=C(N1)C(=O)NCCCCCC)C)C1=CC(=NC(=C1)F)F 2-[cyano(2,6-difluoropyridin-4-yl)amino]-N-hexyl-5-methylthiazol-4-carboxamide